FC(C(=O)O)(F)F.NC=1C=2N(C=C(N1)C(F)(F)F)C(=CN2)C=2C=C(C=CC2C)C(CF)(C)O 2-(3-(8-Amino-6-(trifluoromethyl)imidazo[1,2-a]pyrazin-3-yl)-4-methylphenyl)-1-fluoropropan-2-ol trifluoroacetate Salt